C(C=C)(=O)N1CCC(CC1)NC=1C=C2C(=NC=NC2=CC1OC)NC1=C(C=C(OC2=CC(=NC=C2)N2CC(C2)(C#N)C)C=C1)F 1-(4-(4-((6-((1-acryloylpiperidin-4-yl)amino)-7-methoxyquinazolin-4-yl)amino)-3-fluorophenoxy)pyridin-2-yl)-3-methylazetidine-3-carbonitrile